BrC1=C(OC2C[C@H]3C[C@H]3C2)C(=CC=C1)F (1R,3r,5S)-3-(2-bromo-6-fluorophenoxy)bicyclo[3.1.0]hexane